OCC(C)(C)NC(=NC1CCCCC1)NC1CCCCC1 1-(2-hydroxy-1,1-dimethyl-ethyl)-2,3-dicyclohexylguanidine